N-[3-fluoro-4-[(3-fluoro-6,7-dimethoxy-1,5-naphthyridin-4-yl)oxy]phenyl]-1-(6-methoxy-4-methyl-3-pyridyl)-2-oxo-6-(trifluoromethyl)pyridine-3-carboxamide FC=1C=C(C=CC1OC1=C(C=NC2=CC(=C(N=C12)OC)OC)F)NC(=O)C=1C(N(C(=CC1)C(F)(F)F)C=1C=NC(=CC1C)OC)=O